C[C@@H]1CN(C[C@@H](O1)C)C(=O)C=1C2=C(N(N1)CC(=O)N1CCC(CC1)C1=CC(=C(C=C1)F)C(F)(F)F)CCC2 2-{3-[(2R,6S)-2,6-dimethylmorpholine-4-carbonyl]-5,6-dihydrocyclopenta[c]pyrazol-1(4H)-yl}-1-{4-[4-fluoro-3-(trifluoromethyl)phenyl]piperidin-1-yl}ethan-1-one